N1=C(C=CC=C1)SS[C@@H]1[C@H](CC2=CC=CC=C2C1)O |r| trans-(2SR,3SR)-3-(2-pyridyldithio)tetralin-2-ol